2-Benzyl-3-(hydroxyamino)-N-[4-[[4-[[(4-iodophenyl)sulfonylamino]methyl]triazol-1-yl]methyl]phenyl]-3-oxo-propanamide C(C1=CC=CC=C1)C(C(=O)NC1=CC=C(C=C1)CN1N=NC(=C1)CNS(=O)(=O)C1=CC=C(C=C1)I)C(=O)NO